BrC1=CC=C(C=C1)P(C1=CC=C(C=C1)Br)C1=CC=C(C=C1)Br tris-(4-bromophenyl)phosphine